3,4-dihydroxy-2-chlorobenzene OC=1C(=CC=CC1O)Cl